(R)-2-methyl-4-((1-(2-methyl-3-(trifluoromethyl)phenyl)prop-2-yn-1-yl)amino)-6-(tetrahydro-2H-pyran-4-yl)pyrido[4,3-d]pyrimidin-7(6H)-one CC=1N=C(C=2C(N1)=CC(N(C2)C2CCOCC2)=O)N[C@H](C#C)C2=C(C(=CC=C2)C(F)(F)F)C